[2-[(E)-(methyl(quinoxalin-2-yl)hydrazono)methyl]-4-(4-propylcyclohexanecarbonyl)oxy-phenyl] 4-(6-prop-2-enoyloxyhexoxy)benzoate C(C=C)(=O)OCCCCCCOC1=CC=C(C(=O)OC2=C(C=C(C=C2)OC(=O)C2CCC(CC2)CCC)/C=N/N(C2=NC3=CC=CC=C3N=C2)C)C=C1